FC1=CC=C(C(=O)NC(C)C=2N=C3CCCN(C3=CC2)C(=O)OCCOCCC)C=C1 2-propoxyethyl 6-(1-(4-fluorobenzamido)ethyl)-3,4-dihydro-1,5-naphthyridine-1(2H)-carboxylate